O[C@]1(C(CO)=O)CC[C@H]2[C@@H]3CCC4=CC(C=C[C@]4(C)[C@H]3C(C[C@]12C)=O)=O 17α,21-dihydroxypregna-1,4-diene-3,11,20-trione